O1CCC(=CC1)C1=CC=C(C=C1)NC([C@H](C(C1=CC=CC=C1)C1=CC=CC=C1)NC(=O)C1=CC=NN1C)=O (S)-N-(1-((4-(3,6-dihydro-2H-pyran-4-yl)phenyl)amino)-1-oxo-3,3-diphenylpropan-2-yl)-1-methyl-1H-pyrazole-5-carboxamide